Methyl (chloro (phenoxy) phosphinyl)-L-alaninate ClP(=O)(OC1=CC=CC=C1)N[C@@H](C)C(=O)OC